FC([C@@H](O)[C@@H]1[C@@H]2CC[C@H](CN1)N2C(=O)OC(C)(C)C)(S(=O)(=O)C2=CC=CC=C2)F tert-butyl (1S,2S,5R)-2-((S)-2,2-difluoro-1-hydroxy-2-(phenylsulfonyl)ethyl)-3,8-diazabicyclo[3.2.1]octane-8-carboxylate